N(=NC(C#N)(C)C)C(C#N)(C)C 2,2'-Azobis(2-methyl-propionitril)